C(CCCC)N1C=C(C2=CC=CC=C12)C(CC1=C(C=CC=C1)OC)=O 1-pentyl-3-(2-methoxyphenylacetyl)indole